FC(OC1=CC=C(C=N1)[C@@H]1[C@H](C1)C=1C=2N(N=C(C1)C=1C(NC(NC1)=O)=O)C(=CN2)F)F 5-(8-((1S,2S)-2-(6-(difluoromethoxy)pyridin-3-yl)cyclopropyl)-3-fluoroimidazo[1,2-b]pyridazin-6-yl)pyrimidine-2,4(1H,3H)-dione